tris[(p-fluorophenyl)thio]phosphine ((2R,3S,4R,5R)-3-acetoxy-5-(4-aminopyrrolo[2,1-f][1,2,4]triazin-7-yl)-5-cyano-4-hydroxytetrahydrofuran-2-yl)methyl-isobutyrate C(C)(=O)O[C@@H]1[C@H](O[C@@]([C@@H]1O)(C#N)C1=CC=C2C(=NC=NN21)N)COC(C(C)C)=O.FC2=CC=C(C=C2)SP(SC2=CC=C(C=C2)F)SC2=CC=C(C=C2)F